(rel-(1R,3S,5s)-5-((4-hydroxybutyl)(methyl)amino)cyclohexane-1,3-diyl)bis(methylene) bis(2-heptylnonanoate) C(CCCCCC)C(C(=O)OC[C@@H]1C[C@@H](CC(C1)N(C)CCCCO)COC(C(CCCCCCC)CCCCCCC)=O)CCCCCCC |o1:12,14|